5'-methoxy-N-(5-methoxy-1,3,4-thiadiazol-2-yl)-2',6-dimethyl-(4,4'-bipyridine)-3-carboxamide COC=1C(=CC(=NC1)C)C1=C(C=NC(=C1)C)C(=O)NC=1SC(=NN1)OC